8-amino-N-[4-({[1-(4,4-dimethylcyclohexyl)piperidin-4-yl]oxy}methyl)-1,3-thiazol-2-yl]-4,4-dimethyl-4,5-dihydro-1H-pyrazolo[4,3-H]quinazoline-3-carboxamide NC1=NC=2C3=C(C(CC2C=N1)(C)C)C(=NN3)C(=O)NC=3SC=C(N3)COC3CCN(CC3)C3CCC(CC3)(C)C